C(C1=CC=CC=C1)OC1=C(C(=C2C=CC(=CC2=C1)NC(CC1=CC=C(C=C1)C1=C(C2=C(N(C(N2C)=O)C=2C(=NC(=CC2)OCC2=CC=CC=C2)OCC2=CC=CC=C2)C=C1)F)=O)F)N1S(NC(C1)=O)(=O)=O N-[7-benzyloxy-5-fluoro-6-(1,1,4-trioxo-1,2,5-thiadiazolidin-2-yl)-2-naphthyl]-2-[4-[1-(2,6-dibenzyloxy-3-pyridyl)-4-fluoro-3-methyl-2-oxo-benzimidazol-5-yl]phenyl]acetamide